NC1=CC=C(N=N1)C1CCN(CC1)C(=O)C1=CC=C(C=C1)C1=CC=C(C=C1)F [4-(6-Amino-pyridazin-3-yl)-piperidin-1-yl]-(4'-fluoro-biphenyl-4-yl)-methanone